2,7-diazaspiro[4.5]decane-2-carboxylate C1N(CCC12CNCCC2)C(=O)[O-]